2-(4-chlorophenoxy)-2-methyl-1-(4-(3-((oxiran-2-ylmethyl)amino)propyl)piperidin-1-yl)propan-1-one ClC1=CC=C(OC(C(=O)N2CCC(CC2)CCCNCC2OC2)(C)C)C=C1